NCCSSCCNC(C1=CC=CC=C1)(C1=CC=CC=C1)C1=CC=CC=C1 2-((2-aminoethyl)disulfaneyl)-N-tritylethan-1-amine